naphthyl methacrylate benzyl-methacrylate C(C1=CC=CC=C1)OC(C(=C)C)=O.C(C(=C)C)(=O)OC1=CC=CC2=CC=CC=C12